(4-amino-7-methyl-5-(4-(pyrimidin-2-yloxy)phenyl)-7H-pyrrolo[2,3-d]pyrimidin-6-yl)-2-azaspiro[3.3]heptane NC=1C2=C(N=CN1)N(C(=C2C2=CC=C(C=C2)OC2=NC=CC=N2)C2NCC21CCC1)C